3,5,6-tris(N-methylolacrylamido)-4-(2-aminoethyl)-1,2-benzenediol hydrochloride Cl.C(O)N(C(C=C)=O)C1=C(C(=C(C(=C1CCN)N(C(C=C)=O)CO)N(C(C=C)=O)CO)O)O